8-(2-chloro-3-methylphenyl)-9-(3-fluoro-4-((1-(3-fluoropropyl)azetidin-3-yl)methyl)phenyl)-6,7-dihydro-5H-benzo[7]annulene-3-carboxylic acid hydrochloride Cl.ClC1=C(C=CC=C1C)C=1CCCC2=C(C1C1=CC(=C(C=C1)CC1CN(C1)CCCF)F)C=CC(=C2)C(=O)O